5-(8-((1S,2S)-2-(benzo[d]thiazol-6-yl)cyclopropyl)imidazo[1,2-b]pyridazin-6-yl)pyrimidine-2,4(1H,3H)-dione S1C=NC2=C1C=C(C=C2)[C@@H]2[C@H](C2)C=2C=1N(N=C(C2)C=2C(NC(NC2)=O)=O)C=CN1